2'-(2-morpholinopyrimidin-5-yl)-2,3,6',8'-tetrahydrospiro[indene-1,9'-pyrido[3',2':4,5]imidazo[2,1-c][1,4]oxazine] O1CCN(CC1)C1=NC=C(C=N1)C=1C=CC=2N=C3COCC4(N3C2N1)CCC1=CC=CC=C14